tert-butyl (2S,3S)-3-hydroxy-2-methylazetidine-1-carboxylate O[C@@H]1[C@@H](N(C1)C(=O)OC(C)(C)C)C